5-glycidoxypentyl-triethoxysilane C(C1CO1)OCCCCC[Si](OCC)(OCC)OCC